3-methoxy-N-(4-((5-methoxy-pyrimidin-2-yl)oxy)-3-methylphenyl)cyclobutane-1-carboxamide COC1CC(C1)C(=O)NC1=CC(=C(C=C1)OC1=NC=C(C=N1)OC)C